C(CCC)N1C(N(C(C(C1=O)=C(N)N)=O)CCC=1C=CC(=NC1)C(=O)N)=O 5-(2-(3-Butyl-5-(diaminomethylene)-2,4,6-trioxotetrahydropyrimidin-1(2H)-yl)ethyl)picolinamide